CCCCCCCCCCCCCCCCCCCCCCCCCCCCCCCCCCCCCCCCCCCCCCCCCCCCC n-Tripentacontane